(pyridin-3-yl)propionic acid N1=CC(=CC=C1)C(C(=O)O)C